C(C=C)(=O)N[C@H]1C[C@H](CC1)NC(=O)C=1SC=2N=CC=C3N(C(NC1C23)=O)C2=CC=C(C=C2)OC2=CC=CC=C2 N-((1S,3R)-3-Acrylamidocyclopentyl)-4-oxo-5-(4-phenoxyphenyl)-4,5-dihydro-3H-1-thia-3,5,8-triazaacenaphthylene-2-carboxamide